L-alpha-aspartyl-L-serine N[C@@H](CC(O)=O)C(=O)N[C@@H](CO)C(=O)O